C(C1=CC=CC=C1)N(C(O)=O)[C@@H](C(CCl)=O)CC(C)C.CNC(CC=1N=C(N(C1)C1=CC=CC=C1)NC(C1=CC=CC=C1)=O)=O N-(4-(2-(methylamino)-2-oxoethyl)-1-phenyl-1H-imidazol-2-yl)benzamide Benzyl-(R)-(1-chloro-5-methyl-2-oxohexan-3-yl)carbamate